N-(5-((6-((S)-3-(2,6-difluorophenyl)isoxazolidine-2-yl)pyrimidine-4-yl)amino)-2-(4-ethylpiperazine-1-yl)-4-methoxyphenyl)acrylamide FC1=C(C(=CC=C1)F)[C@H]1N(OCC1)C1=CC(=NC=N1)NC=1C(=CC(=C(C1)NC(C=C)=O)N1CCN(CC1)CC)OC